N1C(=NC2=C1C=CC=C2)C2=CC(=NN2)NC(=O)C=2C=NC(=C(C2)Cl)N2CCN(CC2)C N-[5-(1H-benzimidazol-2-yl)-1H-pyrazol-3-yl]-5-chloro-6-(4-methylpiperazin-1-yl)pyridine-3-carboxamide